6-(3-Methylimidazo[4,5-c]pyridin-7-yl)-5-methylsulfanyl-3-(4-morpholinoanilino)pyrazin-2-carboxamid CN1C=NC2=C1C=NC=C2C2=C(N=C(C(=N2)C(=O)N)NC2=CC=C(C=C2)N2CCOCC2)SC